OCCC(C)NC(CCO)C bis-(3-hydroxy-1-methyl-propyl)-amine